ISOBUTYRATE (hexyl 2-methylpropanoate) C(CCCCC)C(C(=O)O)(C)C.C(C(C)C)(=O)O